CC=1SC(=C(N1)C)C=1C=CC(N(N1)CC1CC(N(C(C1)F)C=1C2=C(N=CN1)N=CC=C2)F)=O 6-(2,4-dimethyl-1,3-thiazol-5-yl)-2-(2,6-difluoro-1-pyrido[2,3-d]pyrimidin-4-ylpiperidin-4-yl)methylpyridazin-3-one